(1R,3S)-3-(6-bromo-[1,2,4]triazolo[4,3-a]pyridin-3-yl)cyclohexanamine BrC=1C=CC=2N(C1)C(=NN2)[C@@H]2C[C@@H](CCC2)N